Bipyridine-6-carboxamide N1=C(C=CC=C1C(=O)N)C1=NC=CC=C1